(1R,6S)-2,2-difluoro-6-{[(3S,4S)-4-fluoro-1-(propan-2-yl)pyrrolidin-3-yl]oxy}cyclohexan-1-amine FC1([C@@H]([C@H](CCC1)O[C@H]1CN(C[C@@H]1F)C(C)C)N)F